4-methyl-6-(2-methoxy-5-pyridyl)-8-(N-isopropyl-N-(5-hydroximino-2-pyrimidinyl)-2-aminoethoxy)quinazoline CC1=NC=NC2=C(C=C(C=C12)C=1C=CC(=NC1)OC)OCCN(C=1N=CC(CN1)=NO)C(C)C